C(C)(C)(C)OC(=O)N1[C@H](CC[C@H]1C)C(=O)O (2R,5R)-1-tert-butoxycarbonyl-5-methyl-pyrrolidine-2-carboxylic acid